5-chloro-2-hydroxy-3-((4-hydroxy-1-(4-hydroxyphenyl)-3-oxo-butan-2-ylimino)meth-yl)phenyl 3-methyl-benzoate CC=1C=C(C(=O)OC2=C(C(=CC(=C2)Cl)C=NC(CC2=CC=C(C=C2)O)C(CO)=O)O)C=CC1